OC[C@@H](C)NC(=O)NC=1SC=2CN(CCC2N1)C1=NC=CC(=N1)C1COC1 N-[(2R)-1-hydroxypropan-2-yl]-N'-{5-[4-(oxetan-3-yl)pyrimidin-2-yl]-4,5,6,7-tetrahydro[1,3]thiazolo[5,4-c]pyridin-2-yl}urea